[Mn](=O)([O-])[O-].[Ca+2].[Pr+3] praseodymium calcium manganite